(3,3-Difluorocyclobutyl) methylmethanesulfonate CCS(=O)(=O)OC1CC(C1)(F)F